N-methoxy-N-methyl-2-(methylsulfanyl)pyrimidine-4-carboxamide CON(C(=O)C1=NC(=NC=C1)SC)C